C(C)OCCN1C(CN(CC1)C(=O)OC(C)(C)C)=O tert-Butyl 4-(2-ethoxyethyl)-3-oxopiperazine-1-carboxylate